4-[4-(1H-1,2,4-triazol-1-yl)phenoxy]piperidine N1(N=CN=C1)C1=CC=C(OC2CCNCC2)C=C1